[Na].CS methanethiol sodium salt